ClC1=C(C(=CC=C1)F)COC1=CC2=C([C@@]3(CCN([C@@H]3CC2)C(=O)C2CS(CC2)(=O)=O)S(=O)(=O)C2=CC=C(C=C2)F)C=C1 3-[(3aR,9bR)-7-[(2-chloro-6-fluorophenyl)methoxy]-9b-(4-fluorobenzenesulfonyl)-1H,2H,3H,3aH,4H,5H,9bH-benzo[e]indole-3-carbonyl]-1λ6-thiolane-1,1-dione